1-(tert-butyl) 4-(1,3-dioxoisoindolin-2-yl) piperidine-1,4-dicarboxylate N1(CCC(CC1)C(=O)ON1C(C2=CC=CC=C2C1=O)=O)C(=O)OC(C)(C)C